N=1N2C(=C(C1)S(=O)(=O)N1CCC(CC1)C=1C(=CC=3N(C1)N=CN3)C(F)(F)F)CCC2 6-(1-((5,6-dihydro-4H-pyrrolo[1,2-b]pyrazol-3-yl)sulfonyl)piperidin-4-yl)-7-(trifluoromethyl)-[1,2,4]triazolo[1,5-a]pyridine